sulfhydryl-thiosemicarbazide SNNC(=S)N